The molecule is a tertiary amino compound in which the para positions of the three phenyl rings in triphenylmethane are substituted with two dimethylamino groups and one hydroxy group. It is a member of phenols and a tertiary amino compound. It derives from a hydride of a triphenylmethane. CN(C)C1=CC=C(C=C1)C(C2=CC=C(C=C2)N(C)C)C3=CC=C(C=C3)O